11-dodecenoyl chloride C(CCCCCCCCCC=C)(=O)Cl